(R)-2-(azetidin-1-ylmethyl)-N-(3-methyl-1-(5-((4-(4-morpholino-7H-pyrrolo[2,3-d]pyrimidin-6-yl)phenyl)amino)pyrimidin-2-yl)piperidin-3-yl)acrylamide N1(CCC1)CC(C(=O)N[C@]1(CN(CCC1)C1=NC=C(C=N1)NC1=CC=C(C=C1)C1=CC2=C(N=CN=C2N2CCOCC2)N1)C)=C